FC=1C(=NC(=NC1)C=1C=NN(C1)C(C)C1=CC=C(C=C1)F)C1=CC=2N(C=C1)N=C(N2)N 7-(5-fluoro-2-(1-(1-(4-fluorophenyl)ethyl)-1H-pyrazol-4-yl)pyrimidin-4-yl)-[1,2,4]triazolo[1,5-a]pyridin-2-amine